C(C)N1C(N(N=C1CO)C=1C=C2C(CC(NC2=CC1F)C1=C(C=CC=C1)C)C(C)C)=O rac-4-ethyl-2-(7-fluoro-4-isopropyl-2-(o-tolyl)-1,2,3,4-tetrahydroquinolin-6-yl)-5-(hydroxymethyl)-2,4-dihydro-3H-1,2,4-triazol-3-one